O1C(C1)CCCCCOC=1C2=CC=CC=C2C(=C2C=CC=CC12)OCCCCCC1OC1 9,10-bis(5-(oxiran-2-yl)pentoxy)anthracene